(R)-7-Cyclobutyl-N-(1,1-dioxido-2,3-dihydrothiophen-3-yl)-2-oxo-8-(1-phenyl-1H-pyrazol-3-yl)-1,2-dihydroquinoline-3-carboxamide C1(CCC1)C1=CC=C2C=C(C(NC2=C1C1=NN(C=C1)C1=CC=CC=C1)=O)C(=O)N[C@H]1CS(C=C1)(=O)=O